C(C)(=O)N1[C@H]([C@@H]([C@H](C2=CC(=CC=C12)C#N)NC1=NC=CC=N1)C)C1CC1 (2S,3R,4R)-1-acetyl-2-cyclopropyl-3-methyl-4-(pyrimidin-2-ylamino)-1,2,3,4-tetrahydroquinoline-6-carbonitrile